silafluorenyl-(dibenzosilole) [Si]1(=CC=CC=2C3=CC=CC=C3CC12)C1=CC=CC=2[SiH2]C3=C(C21)C=CC=C3